(S)-N-((S)-1-(3-([1,1'-biphenyl]-4-ylmethyl)-1,2,4-oxadiazol-5-yl)-2-(1H-indol-3-yl)ethyl)-2-amino-3-(4-hydroxy-2,6-dimethylphenyl)propanamide C1(=CC=C(C=C1)CC1=NOC(=N1)[C@H](CC1=CNC2=CC=CC=C12)NC([C@H](CC1=C(C=C(C=C1C)O)C)N)=O)C1=CC=CC=C1